C1(CC1)N1N=NC=C1C=1C=C(C=NC1)N1N=C(C=CC1=O)C(=O)O 1-[5-(3-Cyclopropyltriazol-4-yl)-3-pyridyl]-6-oxo-pyridazine-3-carboxylic acid